Methyl 3-((4,4-difluorocyclohexyl) oxy)-5-nitrobenzoate FC1(CCC(CC1)OC=1C=C(C(=O)OC)C=C(C1)[N+](=O)[O-])F